FC(C=1C=C(C(=NC1)C)C(=O)OCC)F ethyl 5-(difluoromethyl)-2-methylpyridine-3-carboxylate